N1=CN=CC2=C1NC=C2C2=CC=1N(C=C2)N=CC1C(=O)N[C@@H](C(F)(F)F)C (R)-5-(7H-pyrrolo[2,3-d]pyrimidin-5-yl)-N-(1,1,1-trifluoropropan-2-yl)pyrazolo[1,5-a]pyridine-3-carboxamide